(dimethylamino)propionic acid methyl ester hydrochloride Cl.COC(C(C)N(C)C)=O